(3-((8-methoxy-2-(6-methoxypyridin-3-yl)-2,3-dihydrobenzo[b][1,4]dioxin-6-yl)methyl)-3H-imidazo[4,5-b]pyridin-6-yl)boronic acid COC1=CC(=CC2=C1OC(CO2)C=2C=NC(=CC2)OC)CN2C=NC=1C2=NC=C(C1)B(O)O